FC(O[C@H]1C[C@H](C1)N1C=NC(=C1)C12CC(C1)(C2)NC(OC(C)(C)C)=O)(F)F tert-butyl (3-(1-(cis-3-(trifluoromethoxy)cyclobutyl)-1H-imidazol-4-yl)bicyclo[1.1.1]pentan-1-yl)carbamate